(7-(1-(2,2,2-trifluoroethyl)-1H-pyrrolo[2,3-b]pyridin-6-yl)-2-azaspiro[3.5]nonan-2-yl)methanone FC(CN1C=CC=2C1=NC(=CC2)C2CCC1(CN(C1)C=O)CC2)(F)F